S1C(=NC2=C1C=CC=C2)NC2=C(C1=C(N=N2)N(CCC1)C=1SC(=C(N1)C(=O)O)CCCOC1=C(C=C(C=C1)C#CCN1CCCCC1)F)C [3-(1,3-benzothiazol-2-ylamino)-4-methyl-6,7-dihydro-5H-pyrido[2,3-c]pyridazin-8-yl]-5-[3-[2-fluoro-4-[3-(1-piperidinyl)prop-1-ynyl]phenoxy]propyl]thiazole-4-carboxylic acid